C(C)(C)(C)[Si](OCCN1N=C(C=C1C(C)O)OC(C)C)(C)C 1-[2-[2-[tert-butyl-(dimethyl)silyl]oxyethyl]-5-isopropoxy-pyrazol-3-yl]ethanol